dihydroxy-N-((5-(2-methoxypyridin-4-yl)-2,3-dihydro-1H-inden-4-yl)carbamoyl)-1,3-dihydrobenzo[c][1,2]oxaborole-5-sulfonamide OC1(C2=C(BO1)C=CC(=C2)S(=O)(=O)NC(NC2=C1CCCC1=CC=C2C2=CC(=NC=C2)OC)=O)O